O[C@@H]([C@H](CO[C@H]1O[C@@H]([C@@H]([C@@H]([C@H]1O)O)O)CO)NC(CCCCCCCCCCCCCCCCC12CC(C1)(C2)F)=O)[C@@H](CCCCCCCCCCCCCC)O N-((2S,3S,4R)-3,4-dihydroxy-1-(((2S,3R,4S,5R,6R)-3,4,5-trihydroxy-6-(hydroxymethyl)tetrahydro-2H-pyran-2-yl)oxy)octadecan-2-yl)-17-(3-fluorobicyclo[1.1.1]pentan-1-yl)heptadecanamide